1-(2-fluoro-4-(1H-pyrazol-4-yl)phenyl)-4-((4-fluorophenyl)sulfonyl)piperazine FC1=C(C=CC(=C1)C=1C=NNC1)N1CCN(CC1)S(=O)(=O)C1=CC=C(C=C1)F